CC1(OCCN2C=3N=C(N=C(C3N=C12)N1CCCC1)C=1C=NC(=NC1)N)C 5-(8,8-Dimethyl-1-pyrrolidin-1-yl-5,6-dihydro-8H-7-oxa-2,4,4b,9-tetraaza-fluoren-3-yl)-pyrimidin-2-ylamine